3-(Chroman-6-yl)-N-(3-(4-methylpiperazin-1-yl)phenyl)-1H-pyrrolo[2,3]pyridin-6-amine O1CCCC2=CC(=CC=C12)C1=CNC=2C=C(C=NC21)NC2=CC(=CC=C2)N2CCN(CC2)C